(E)-phenylformaldoxime C1(=CC=CC=C1)\C=N\O